2,3'-bis(trifluoromethyl)benzidine tert-butyl-5-bromo-3,6-dihydropyridine-1(2H)-carboxylate C(C)(C)(C)OC(=O)N1CCC=C(C1)Br.FC(C1=C(C=CC(=C1)N)C1=CC(=C(N)C=C1)C(F)(F)F)(F)F